BrC1=CC(=C(C=C1)CC(=O)NC1=C(C=C(C(=O)OC)C=C1)NCCOC)F methyl 4-[[2-(4-bromo-2-fluorophenyl)acetyl]amino]-3-(2-methoxyethylamino)benzoate